N-[1-[4-chloro-3-(4-methylsulfonylpyrazol-1-yl)-2-pyridyl]ethyl]-3,5-bis(tri-fluoromethyl)benzamide ClC1=C(C(=NC=C1)C(C)NC(C1=CC(=CC(=C1)C(F)(F)F)C(F)(F)F)=O)N1N=CC(=C1)S(=O)(=O)C